ClCC1=NC=CC(=C1C)OC 2-(chloromethyl)-4-methoxy-3-methyl-pyridine